1-(8-(5-((3,4-dichlorophenyl)difluoromethyl)-1,3,4-oxadiazol-2-yl)-2,6-diazaspiro[3.4]octan-2-yl)-3,3-difluoro-2,2-dimethylpropan-1-one ClC=1C=C(C=CC1Cl)C(C1=NN=C(O1)C1CNCC12CN(C2)C(C(C(F)F)(C)C)=O)(F)F